1,4-bis[4-(2-methacryloyloxyethyl)phenylamino]anthraquinone C(C(=C)C)(=O)OCCC1=CC=C(C=C1)NC1=CC=C(C=2C(C3=CC=CC=C3C(C12)=O)=O)NC1=CC=C(C=C1)CCOC(C(=C)C)=O